C(C)=C1C2C=CC(C1=C(C)C)C2 ethylidene-3-isopropylidene-5-norbornene